(S)-2-(6-fluoro-4-oxo-benzo[d][1,2,3]triazin-3(4H)-yl)-N-(1-(4-methoxyphenyl)ethyl)acetamide FC1=CC2=C(N=NN(C2=O)CC(=O)N[C@@H](C)C2=CC=C(C=C2)OC)C=C1